6-methoxyflavanone COC=1C=C2C(CC(OC2=CC1)C1=CC=CC=C1)=O